CC1(CCC(CC1)C(=O)O)C dimethyl-cyclohexanecarboxylic acid